C(C)(C)N1N=NC2=C1C=CC(=C2)C2=NOC(=N2)C2=C(C=CC=C2)C 3-(1-isopropyl-1H-benzo[d][1,2,3]triazol-5-yl)-5-(o-tolyl)-1,2,4-oxadiazole